C(#N)C1=CC2=C(CN(CC2C2=C(C=CC=C2)C=2C(=NN(C2)CCC(=O)OCC)C(F)(F)F)C(=O)OC(C)(C)C)S1 tert-butyl 2-cyano-4-(2-(1-(3-ethoxy-3-oxopropyl)-3-(trifluoromethyl)-1H-pyrazol-4-yl)phenyl)-4,7-dihydrothieno[2,3-c]pyridine-6(5H)-carboxylate